8-(4-chloro-2-(trifluoromethyl)phenyl)-9-(4-((1-(3,3-difluoropropyl)azetidin-3-ylidene)methyl)phenyl)-6,7-dihydro-5H-benzo[7]annulene-3-carboxylic acid ClC1=CC(=C(C=C1)C=1CCCC2=C(C1C1=CC=C(C=C1)C=C1CN(C1)CCC(F)F)C=CC(=C2)C(=O)O)C(F)(F)F